COC1=CC=C2C(=C(C=NC2=N1)[N+](=O)[O-])NCC1=CC(=CC=C1)SC 7-methoxy-N-[(3-methylsulfanylphenyl)methyl]-3-nitro-1,8-naphthyridin-4-amine